FC1=CC=C(CNC(=O)C=2C(C(=C3C(N4C[C@@H](CO[C@H]4CN3C2)C)=O)O)=O)C=C1 (3S,9aS)-5-Hydroxy-3-methyl-6,10-dioxo-3,4,6,9,9a,10-hexahydro-2H-1-oxa-4a,8a-diaza-anthracene-7-carboxylic acid 4-fluoro-benzylamide